C(C1=CC=CC=C1)C(C(=O)O)(C(=O)O)OC[C@H]1O[C@H]([C@H]([C@@H]1O)F)N1C=2N=C(NC(C2N=C1)=O)Cl 2-benzyl-2-(((2R,3R,4S,5R)-5-(2-chloro-6-oxo-1H-purin-9(6H)-yl)-4-fluoro-3-hydroxytetrahydrofuran-2-yl)methoxy)malonic acid